N1C=CC2=C(C=CC=C12)[C@H]1COC2=C1C=C(C=C2C(=O)NC)C(=O)N[C@@H]2[C@H](C2)C |o1:9| (R*)-3-(1H-Indol-4-yl)-N7-methyl-N5-((1S,2S)-2-methylcyclopropyl)-2,3-dihydrobenzofuran-5,7-dicarboxamide